[B].[Cr].[Ti].[Mn] manganese-titanium-chromium-boron